5-amino-1-(3-hydroxy-2,6-dimethylphenyl)-2-(5-methylisoindoline-2-carbonyl)-1H-imidazole-4-carboxamide NC1=C(N=C(N1C1=C(C(=CC=C1C)O)C)C(=O)N1CC2=CC=C(C=C2C1)C)C(=O)N